ClC=1C(=NC(=NC1)N([C@@H]1C[C@H](N(C(C1)=O)C1=CC=C2C(=NN(C2=C1)C)C1C(NC(CC1)=O)=O)C)C)NC=1C=C2CC(N(C2=CC1)C)=O 3-(6-((2R,4R)-4-((5-chloro-4-((1-methyl-2-oxoindolin-5-yl)amino)pyrimidin-2-yl)(methyl)amino)-2-methyl-6-oxopiperidin-1-yl)-1-methyl-1H-indazol-3-yl)piperidine-2,6-dione